methanesulfonic acid 4'-(1-(4-(hydroxyamino)-3-methyl-3-(methylsulfonyl)-4-oxobutyl)-1,2,3,6-tetrahydropyridin-4-yl)-[1,1'-biphenyl]-4-yl ester ONC(C(CCN1CCC(=CC1)C1=CC=C(C=C1)C1=CC=C(C=C1)OS(=O)(=O)C)(S(=O)(=O)C)C)=O